8-[2-methoxy-4-(trifluoromethyl)phenyl]-6H-imidazo[1,2-d][1,2,4]triazine-5-thione COC1=C(C=CC(=C1)C(F)(F)F)C=1C=2N(C(NN1)=S)C=CN2